(1R,2R)-1-((2R,3R,4S,6R)-4-acetoxy-3-(2-acetoxyacetamido)-6-((6-aminohexyl)oxy)-6-(methoxycarbonyl)tetrahydro-2H-pyran-2-yl)-3-(2-(4-chlorophenyl)acetamido)propane-1,2-diyl diacetate C(C)(=O)O[C@H]([C@@H](CNC(CC1=CC=C(C=C1)Cl)=O)OC(C)=O)[C@@H]1O[C@](C[C@@H]([C@H]1NC(COC(C)=O)=O)OC(C)=O)(C(=O)OC)OCCCCCCN